CC(C(=O)SC1=C(C=CC=C1)NC(=O)C1(CCCCC1)CC(CC)CC)C S-[2-([[1-(2-ethylbutyl)-cyclohexyl]-carbonyl] amino) phenyl] 2-methylthiopropionate